OCC1=CC=C(O1)C(=O)N[C@@H](C(=O)O)CCNC(=O)C1CCN(CC1)CC1=NC=CC=C1 (2R)-2-{[5-(hydroxymethyl)furan-2-yl]formamido}-4-({1-[(pyridin-2-yl)methyl]piperidin-4-yl}formamido)butanoic acid